N-[(1S)-1-[2-(5-bromopyrimidin-2-yl)-5-methyl-1,2,4-triazol-3-yl]ethyl]-8-cyclopropyl-6-(difluoromethyl)quinazolin-4-amine BrC=1C=NC(=NC1)N1N=C(N=C1[C@H](C)NC1=NC=NC2=C(C=C(C=C12)C(F)F)C1CC1)C